4-(bromomethyl)-N-methylpyridineamide BrCC1=CC(=NC=C1)C(=O)NC